N,2-dimethyl-N-(2,3,5-trifluorobenzyl)propane-2-sulfinamide CN(S(=O)C(C)(C)C)CC1=C(C(=CC(=C1)F)F)F